C(C)(C)(C)OC(N(C(=O)OC(C)(C)C)CCOCCOCCN(C)CC1=CC=CC=C1)=O tert-butyl-N-[2-[2-[2-[benzyl(methyl)amino]ethoxy]ethoxy]ethyl]-N-tert-butoxycarbonyl-carbamate